(3'R,4'S,5'R)-N-(4-carbamoylbicyclo[2.2.2]octan-1-yl)-6''-chloro-4'-(3-chloro-2-fluorophenyl)-1'-methyl-2''-oxodispiro[cyclohexane-1,2'-pyrrolidine-3',3''-indoline]-5'-carboxamide C(N)(=O)C12CCC(CC1)(CC2)NC(=O)[C@H]2[C@@H]([C@]1(C(NC3=CC(=CC=C13)Cl)=O)C1(N2C)CCCCC1)C1=C(C(=CC=C1)Cl)F